CC=1C=CC=2C(C3=CC=C(C=C3OC2C1)C)NC(=O)C=1C(NC(=C(C1)C=C)C(F)(F)F)=O N-(3,6-dimethyl-9H-xanthen-9-yl)-2-oxo-6-(trifluoromethyl)-5-vinyl-1,2-dihydropyridine-3-carboxamide